2-(trifluoromethyl)phenylthiourea FC(C1=C(C=CC=C1)NC(=S)N)(F)F